BrC1=NC=CC(=C1F)C1=CC=2C(N(CC(C2N1)CC)C(=O)OC(C)(C)C)=O tert-butyl 2-(2-bromo-3-fluoropyridin-4-yl)-7-ethyl-4-oxo-1,4,6,7-tetrahydro-5H-pyrrolo[3,2-c]pyridine-5-carboxylate